2,6-dimethoxy-N-(1-methylpyrazol-3-yl)-4-[5-(1-methylpyrazol-4-yl)benzimidazol-1-yl]benzamide lithium vanadium cobalt [Co].[V].[Li].COC1=C(C(=O)NC2=NN(C=C2)C)C(=CC(=C1)N1C=NC2=C1C=CC(=C2)C=2C=NN(C2)C)OC